[1,3-dihydroxy-2-(hydroxymethyl)-2-hydroxypropyl]-2-aminopropanesulfonic acid OC(C(CO)(O)CO)C(C(C)N)S(=O)(=O)O